FC=1C=CC=C2[C@@H](N(C(=NC12)N1CCN(CC1)C1=CC(=CC=C1)OC)C1=C(C=CC(=C1)C(F)(F)F)OC)CC(=O)[O-].[K+] Potassium 2-[(4S)-8-fluoro-2-[4-(3-methoxyphenyl)piperazin-1-yl]-3-[2-methoxy-5-(tri-fluoromethyl)phenyl]-4H-quinazolin-4-yl]acetate